2-benzyl-1-oxo-1,2-dihydropyrrolo[1,2-d][1,2,4]triazin-4-yl trifluoromethanesulfonate FC(S(=O)(=O)OC1=NN(C(C=2N1C=CC2)=O)CC2=CC=CC=C2)(F)F